CN1C=CN2N=CC(=C21)C(=O)N2CC1(C2)CC(C1)NC(=O)NC1=NC=NC(=C1)C(F)(F)F 1-(2-(1-methyl-1H-imidazo[1,2-b]pyrazole-7-carbonyl)-2-azaspiro[3.3]heptan-6-yl)-3-(6-(trifluoromethyl)pyrimidin-4-yl)urea